tert-butyl (R)-2-(3-(4-amino-1-(2,6-dichloro-4-hydroxyphenyl)-6-oxo-1,6-dihydropyrimidine-5-carboxamido)phenyl)pyrrolidine-1-carboxylate NC=1N=CN(C(C1C(=O)NC=1C=C(C=CC1)[C@@H]1N(CCC1)C(=O)OC(C)(C)C)=O)C1=C(C=C(C=C1Cl)O)Cl